C(C=C)(=O)O.NC(=O)OCC.NC(=O)OCC di-urethane acrylate